(S)-5-((S)-2-hydroxy-2-phenylacetyl)-N-((S)-3-oxo-1-((S)-2-oxopyrrolidin-3-yl)-4-(trifluoromethoxy)butan-2-yl)-5-azaspiro[2.4]heptane-6-carboxamide O[C@H](C(=O)N1CC2(CC2)C[C@H]1C(=O)N[C@@H](C[C@H]1C(NCC1)=O)C(COC(F)(F)F)=O)C1=CC=CC=C1